(3S)-4-methyl-1-[(2S)-4-methyl-1-oxo-1-[(3r,6r,8S)-8-methyl-3-(pyrrolidin-1-ylmethyl)-1,5-dioxa-9-azaspiro[5.5]undec-an-9-yl]pentan-2-yl]-3-(2-methylpropyl)piperazin-2-one CN1[C@H](C(N(CC1)[C@H](C(N1[C@H](CC2(OCC(CO2)CN2CCCC2)CC1)C)=O)CC(C)C)=O)CC(C)C